2-{4-[Azolylidene(hydroxyamino)methyl]bicyclo[2.2.2]octan-1-yl}-7-bromo-6-methyl-3-(trideuteriomethyl)-3,4-dihydrothieno[3,2-d]pyrimidin-4-one N=1C(C=CC1)=C(C12CCC(CC1)(CC2)C=2N(C(C1=C(N2)C(=C(S1)C)Br)=O)C([2H])([2H])[2H])NO